(4-((2-cyano-5H-pyrido[3,2-b]indol-5-yl)methyl)benzyl)phosphonic acid C(#N)C=1C=CC=2N(C=3C=CC=CC3C2N1)CC1=CC=C(CP(O)(O)=O)C=C1